NC=1C(=NC(=CN1)Br)C(=O)NC=1C(=C(C=CC1)CN(C(OC(C)(C)C)=O)C)O tert-butyl N-[[3-[(3-amino-6-bromo-pyrazine-2-carbonyl)amino]-2-hydroxyphenyl] methyl]-N-methyl-carbamate